5-[(3,5-dichloropyridin-4-yl)sulfanyl]-N-[4-(methylsulfamoyl)phenyl]-1,3,4-thiadiazole-2-carboxamide ClC=1C=NC=C(C1SC1=NN=C(S1)C(=O)NC1=CC=C(C=C1)S(NC)(=O)=O)Cl